(2S,6R)-2-[[bis(4-methoxyphenyl)-phenyl-methoxy]methyl]-6-(2,4-dioxo-pyrimidin-1-yl)-2-(triisopropylsilanyloxymethyl)morpholine-4-carboxylic acid tert-butyl ester C(C)(C)(C)OC(=O)N1C[C@@](O[C@H](C1)N1C(NC(C=C1)=O)=O)(CO[Si](C(C)C)(C(C)C)C(C)C)COC(C1=CC=CC=C1)(C1=CC=C(C=C1)OC)C1=CC=C(C=C1)OC